ClC1=CC=2N(C=C1)C=C(N2)C(=O)O 7-chloroimidazo[1,2-a]pyridine-2-carboxylic acid